1-(tert-butoxycarbonyl)-1,4,7-triazacyclononane C(C)(C)(C)OC(=O)N1CCNCCNCC1